CC(\C=C\C=C\CC)=O (3e,5e)-oct-3,5-dien-2-one